ClC=1C(=CC(=NC1)OC)C1=CC(=NN1)C(=O)N1CCC(CC1)C(=O)NC1CC1 1-[5-(5-chloro-2-methoxypyridin-4-yl)-1H-pyrazole-3-carbonyl]-N-cyclopropylpiperidine-4-carboxamide